C1(CC1)C1=NC(=NO1)C=1C=C2CC[C@H](C2=CC1)NC(=O)C=1C=NN(C1)CCO (R)-N-(5-(5-cyclopropyl-1,2,4-oxadiazol-3-yl)-2,3-dihydro-1H-inden-1-yl)-1-(2-hydroxyethyl)-1H-pyrazole-4-carboxamide